3-((3'R,4'S,5'R)-6''-chloro-4'-(3-chloro-2-fluorophenyl)-2''-oxodispiro-[cyclohexane-1,2'-pyrrolidine-3',3''-indoline]-5'-carboxamido)bicyclo[1.1.1]pentane-1-carboxylic acid ClC1=CC=C2[C@@]3(C(NC2=C1)=O)C1(N[C@H]([C@@H]3C3=C(C(=CC=C3)Cl)F)C(=O)NC32CC(C3)(C2)C(=O)O)CCCCC1